N-(5-chloro-2-propoxybenzyl)-3-phenyl-N-(4-(N-(prop-2-yn-1-yl)sulfamoyl)phenethyl)propan-amide ClC=1C=CC(=C(CN(C(CCC2=CC=CC=C2)=O)CCC2=CC=C(C=C2)S(NCC#C)(=O)=O)C1)OCCC